C(C)(C)(C)OC(=O)N1C[C@@H](CCC1)NC1=C(C=C(C(=C1)Br)F)[N+](=O)[O-] (R)-3-((5-bromo-4-fluoro-2-nitrophenyl)amino)piperidine-1-carboxylic acid tert-butyl ester